C(C1CO1)OC1CCC(CC1)C12CC3(CC(CC(C1)C3)C2)C2CCC(CC2)OCC2CO2 1,3-bis(4-glycidyloxycyclohexyl)adamantane